C[Si](C1=CC=CC=C1)(C)C1=C(C=CC=C1)OP(OC1=C(C=CC=C1)[Si](C1=CC=CC=C1)(C)C)OC1=C(C=CC=C1)[Si](C1=CC=CC=C1)(C)C phosphorous acid tri(dimethyl phenyl silyl phenyl) ester